N1-(2-ethyl-6-methylthieno[2,3-d]pyrimidin-4-yl)-N3-phenylpropane-1,3-diamine C(C)C=1N=C(C2=C(N1)SC(=C2)C)NCCCNC2=CC=CC=C2